methyl 5-([1,1'-biphenyl]-3-ylmethyl)-4-oxo-6-azaspiro[2.5]octane-6-carboxylate C1(=CC(=CC=C1)CC1C(C2(CC2)CCN1C(=O)OC)=O)C1=CC=CC=C1